The molecule is the (R-enantiomer of an apo carotenoid C25 terpenoid compound consisting of 12'-apo-beta-carotene having hydroxy substituents at the 3- and 12'-positions. CC1=C(C(C[C@@H](C1)O)(C)C)/C=C/C(=C/C=C/C(=C/C=C/C=C(\\C)/CO)/C)/C